1-(2,4-bis(benzyloxy)-5-fluorophenyl)ethan-1-one C(C1=CC=CC=C1)OC1=C(C=C(C(=C1)OCC1=CC=CC=C1)F)C(C)=O